2,2-difluoro-4-oxobutanoate FC(C(=O)[O-])(CC=O)F